COC=1C=C2N=CC(=NC2=CC1)N1C[C@H](N([C@H](C1)C)C(=O)OC1CC2(CN(C2)CC2=CC=C(C=C2)C(N)=O)C1)C 2-[(4-carbamoylphenyl)methyl]-2-azaspiro[3.3]heptan-6-yl (2R,6S)-4-(6-methoxyquinoxalin-2-yl)-2,6-dimethylpiperazine-1-carboxylate